titanium hydride hydrate O.[H-].[Ti+4].[H-].[H-].[H-]